3-((5-Bromo-2,3-dihydrobenzofuran-3-yl)amino)propanamide BrC=1C=CC2=C(C(CO2)NCCC(=O)N)C1